C(CCCCCCCCCCC)(=O)N.[Na] sodium lauramide